ClC1=CC=C(C=C1)C=1OC(=C(N1)C(=O)N1C[C@]2(CC1)C=C(C(C(C2)(C)C)=O)C#N)C (5R)-2-[2-(4-chlorophenyl)-5-methyl-1,3-oxazole-4-carbonyl]-9,9-dimethyl-8-oxo-2-azaspiro[4.5]dec-6-ene-7-carbonitrile